ClC1=CC=C(C(=O)C2=C(C=C(N2C)CC(=O)OCCN(CC)CC)C)C=C1 diethylaminoethyl 5-(4-Chlorobenzoyl)-1,4-dimethyl-1H-pyrroleacetate